C[C@@H]1[C@@H]([C@@H]([C@H](CO1)O)O)N[C@@H]2C=C([C@H]([C@@H]([C@@H]2O)O)O)CO 1,4-deoxy-4-((5-hydroxymethyl-2,3,4-trihydroxycyclohex-5-enyl)amino)fructose